6-chloro-4-(2,2-dimethoxyethyl)pyridazin-3-amine ClC1=CC(=C(N=N1)N)CC(OC)OC